methyl-2-amino-7-cyclopentyl-4-chloro-7H-pyrrolo[2,3-d]pyrimidine-6-carboxylate COC(=O)C1=CC2=C(N=C(N=C2Cl)N)N1C1CCCC1